C(CC(O)(C(=O)OCCCCCCC)CC(=O)OCCCC)(=O)OCCCC di(n-butyl) (n-heptyl) citrate